2-(5-(1-((1S,2S,3S,5S,6S)-2,6-difluoro-8-azabicyclo[3.2.1]octan-3-yl)vinyl)pyrazin-2-yl)-5-(1H-imidazol-1-yl)phenol F[C@@H]1[C@@H]2C[C@@H]([C@H](C[C@H]1C(=C)C=1N=CC(=NC1)C1=C(C=C(C=C1)N1C=NC=C1)O)N2)F